BrC1=CC(=C(C#N)C(=C1)OC([2H])[2H])F 4-bromo-2-fluoro-6-(methoxy-d2)benzonitrile